2,3-DICHLORO-2-METHYLPROPANAL ClC(C=O)(CCl)C